C(C)(C)(C)OC(NC1=C(C(=CC=C1)C#C)Cl)=O N-(2-chloro-3-ethynylphenyl)carbamic acid tert-butyl ester